7-bromo-2-ethyl-2H-benzo[b][1,4]oxazin-3(4H)-one BrC=1C=CC2=C(OC(C(N2)=O)CC)C1